CCCCCCCCCCCCCCCCCCCCC(=O)N[C@@H](CO[C@H]1[C@@H]([C@H]([C@H]([C@H](O1)CO)O)O)O)[C@@H](/C=C/CCCCCCCC/C=C\\CCC)O The molecule is a galactosylceramide obtained by formal condensation of the carboxy group of henicosanoic acid with the amino group of beta-D-galactosyl-(1<->1')-(4E,14Z)-sphingadienine. It has a role as a marine metabolite. It derives from a henicosanoic acid and a sphinga-4E,14Z-dienine.